IC1(CC=C(C=C1)C1=CC=CC=C1)I 4,4-diiodo-1,1'-biphenyl